C(C)(C)(C)C1=CC=C(C=C1)NC(C)=O N-(4-(tert-butyl)phenyl)acetamide